CC(C)C1CN(CCN1)C=1N=NC=CN1 3-[3-(propan-2-yl)piperazin-1-yl]-1,2,4-triazin